C(CC)(=O)N1[C@@H](CNCC1)C(F)(F)F (S)-4-propionyl-3-(trifluoromethyl)piperazin